3-((5-(2-(2-aminopyridin-3-yl)-5-phenyl-3H-imidazo[4,5-b]pyridin-3-yl)pyridin-2-yl)carbamoyl)bicyclo[1.1.1]pentane-1-carboxylic acid NC1=NC=CC=C1C1=NC=2C(=NC(=CC2)C2=CC=CC=C2)N1C=1C=CC(=NC1)NC(=O)C12CC(C1)(C2)C(=O)O